(R)-N-(1-(4-(cyclopropanesulfonamido)pyridin-2-yl)-3-methoxypropyl)-5-(6-ethoxypyrazin-2-yl)thiazole-2-carboxamide C1(CC1)S(=O)(=O)NC1=CC(=NC=C1)[C@@H](CCOC)NC(=O)C=1SC(=CN1)C1=NC(=CN=C1)OCC